(iso-propylamino)methyldivinylsilane C(C)(C)NC[SiH](C=C)C=C